5-silaspiro[4.5]decan-8-amine C1CCC[Si]12CCC(CC2)N